O[C@@]1(CCN(CC12CCCC2)C([C@@H](CC(F)(F)F)C)=O)CN2C(C=C(C(=C2)C(=O)N2CCOCC2)C2=CC=CC=C2)=O 1-(((R)-10-hydroxy-7-((R)-4,4,4-trifluoro-2-methylbutyryl)-7-azaspiro[4.5]decan-10-yl)methyl)-5-(morpholine-4-carbonyl)-4-phenylpyridin-2(1H)-one